(R)-(-)-1-OCTEN-3-OL CCCCC[C@H](C=C)O